BrC1=C(C(=CC(=C1)F)C(N)=O)NC(=O)C1CCOCC1 N-(2-bromo-6-carbamoyl-4-fluorophenyl)tetrahydro-2H-pyran-4-carboxamide